C1=CC=CC=2C3=CC=CC=C3C(C12)N([C@H](C(=O)O)CCC(OCC=C)=O)C(=O)OC (2S)-2-(9H-fluoren-9-yl-methoxycarbonylamino)-5-oxo-5-prop-2-enoxypentanoic acid